[Te-2].[Y+3].[Te-2].[Te-2].[Y+3] yttrium telluride